tripropylene glycol dineopentanate C(C(C)(C)C)(=O)OC(C)COC(C)COC(C)COC(C(C)(C)C)=O